N1C=C(C=C1)CNC=1N(C2=NC(=NC=C2N1)C=1C=NC=C(C1)Cl)C1(OCC(C1O)O)C(=O)NC([2H])([2H])[2H] (((1H-pyrrol-3-yl)methyl)amino-2-(5-chloropyridin-3-yl)-9H-purin-9-yl)-3,4-dihydroxyl-N-(methyl-d3)-tetrahydrofuran-2-carboxamide